oxo-isotridecyl alcohol O=C(CCCCCCCCCC(C)C)O